FC1=C(C=CC2=C1N(C(=N2)C2=CC=C(C=C2)S(=O)(=O)C)C)C2CCN(CC2)C2CCN(CC2)C2COC2 7-fluoro-1-methyl-2-(4-(methylsulfonyl)phenyl)-6-(1'-(oxetan-3-yl)-[1,4'-bipiperidin]-4-yl)-1H-benzo[d]imidazole